5-(trifluoromethyl)4-pyrimidinamine FC(C=1C(=NC=NC1)N)(F)F